N1C(=CC=2C=NC=CC21)CNC(CN2C(=NC=C(C2=O)NCCCC2=CC=C(C=C2)P(O)(=O)C)C2=CC=CC=C2)=O (4-(3-((1-(2-(((1H-pyrrolo[3,2-c]pyridine-2-yl)methyl)amino)-2-oxoethyl)-6-oxo-2-phenyl-1,6-dihydropyrimidin-5-yl)amino)propyl)phenyl)(methyl)phosphinic acid